2,10,10-Trimethyl-6-pentyl-3,9-dioxatetracyclo[6.4.2.04,14.011,13]tetradeca-1,4(14),5,7-tetraene CC1=C2CC3C(OC4=CC(=CC(O1)=C4C23)CCCCC)(C)C